NCCCNC(=O)C=1C=C2C(=NNC2=CC1)C1=NC2=C(N1)C=C(C=C2)C(=O)N2CCOCC2 N-(3-aminopropyl)-3-(6-(morpholine-4-carbonyl)-1H-benzo[d]imidazol-2-yl)-1H-indazole-5-carboxamide